(S)-9-[2-(6-Fluoro-pyridin-2-yl)-2-oxo-ethyl]-2-((R)-3-methyl-morpholin-4-yl)-8-trifluoromethyl-6,7,8,9-tetrahydro-pyrimido[1,2-a]-pyrimidin-4-one FC1=CC=CC(=N1)C(CN1[C@@H](CCN2C1=NC(=CC2=O)N2[C@@H](COCC2)C)C(F)(F)F)=O